9-fluoro-1-octylnonyl 8-bromooctanoate BrCCCCCCCC(=O)OC(CCCCCCCCF)CCCCCCCC